CC[C@H](/C=C/C=C\\C/C=C\\C/C=C\\C/C=C\\CCCC(=O)[O-])O The molecule is an icosanoid anion that is the conjugate base of 18(R)-HEPE arising from deprotonation of the carboxylic acid group; major species at pH 7.3. It has a role as a mouse metabolite and an anti-inflammatory agent. It is a long-chain fatty acid anion and a HEPE(1-). It is a conjugate base of a 18(R)-HEPE. It is an enantiomer of a 18(S)-HEPE(1-).